CN1N=CC2=CC=C(C=C12)C=1C2=C(NN1)C1=C(C2)SC(=C1)C1=CC=C(C=C1)C(=O)N1CCCCC1 (4-(3-(1-methyl-1H-indazol-6-yl)-1,4-dihydrothieno[2',3':4,5]cyclopenta[1,2-c]pyrazol-6-yl)phenyl)(piperidin-1-yl)methanone